(S)-2-((tert-butoxycarbonyl)amino)-3-(pyridin-2-yl)propionic acid C(C)(C)(C)OC(=O)N[C@H](C(=O)O)CC1=NC=CC=C1